4-((7-Fluoro-1H-indazol-5-yl)ethynyl)-N-((5-fluoropyridin-2-yl)methyl)-[2,4'-bipyrimidin]-2'-amine FC=1C=C(C=C2C=NNC12)C#CC1=NC(=NC=C1)C1=NC(=NC=C1)NCC1=NC=C(C=C1)F